2-[6-[[1-(trifluoromethyl)cyclopropyl]methoxy]-2-azaspiro[3.3]heptane-2-carbonyl]-8-oxa-2,5-diazaspiro[3.5]nonan-6-one FC(C1(CC1)COC1CC2(CN(C2)C(=O)N2CC3(C2)NC(COC3)=O)C1)(F)F